BrC1=CNC(C2=CC=CC(=C12)F)=O 4-bromo-5-fluoro-2H-isoquinolin-1-one